FC(C=1C(=C(C=CC1)[C@@H](C)NC1=CC(=NC2=CC=C(C=C12)C1(CCOCC1)OC)C)F)F (R)-N-(1-(3-(difluoromethyl)-2-fluorophenyl)ethyl)-6-(4-methoxytetrahydro-2H-pyran-4-yl)-2-methylquinolin-4-amine